N1(CCCCC1)CCCNC(=O)C1=CC2=C(N3C(S2)=NC(=C3)C3=CC=NC=C3)C=C1 N-(3-(piperidin-1-yl)propyl)-2-(pyridin-4-yl)benzo[d]imidazo[2,1-b]thiazole-7-carboxamide